5-((2,6-dioxopiperidin-3-yl)amino)-2-(piperidin-4-yl)phenyl sulfurofluoridate S(OC1=C(C=CC(=C1)NC1C(NC(CC1)=O)=O)C1CCNCC1)(=O)(=O)F